(2R,3R,4R,5S)-N-(3-Carbamoyl-4-fluoro-phenyl)-3-(3,4-Difluoro-2-methoxy-phenyl)-4,5-dimethyl-5-(trifluoromethyl)tetrahydrofuran-2-carboxamid C(N)(=O)C=1C=C(C=CC1F)NC(=O)[C@@H]1O[C@@]([C@@H]([C@@H]1C1=C(C(=C(C=C1)F)F)OC)C)(C(F)(F)F)C